C[Si](OC1=NC=CC=N1)(C)C ((trimethylsilyl)oxy)pyrimidine